(6S,7R)-6-amino-7-hydroxyoctanoic acid N[C@@H](CCCCC(=O)O)[C@@H](C)O